6-[2-(diethoxyphosphoryl) ethyl]Oxan-3-yl acetate C(C)(=O)OC1COC(CC1)CCP(=O)(OCC)OCC